(S)-N,N-dimethyl-2-(2-methyl-7-((2-methyl-1-(pyrimidin-2-yl)propyl)amino)-5-oxo-4,5-dihydro-2H-pyrazolo[4,3-b]pyridin-6-yl)-1H-benzo[d]imidazole-6-carboxamide CN(C(=O)C=1C=CC2=C(NC(=N2)C2=C(C=3C(NC2=O)=CN(N3)C)N[C@@H](C(C)C)C3=NC=CC=N3)C1)C